5-bromo-3-[(1R)-1-(pyridin-4-yl)ethoxy]pyridin-2-amine BrC=1C=C(C(=NC1)N)O[C@H](C)C1=CC=NC=C1